(13S)-4-(3-methoxyazetidin-1-yl)-13-methyl-19-(oxan-2-yl)-7,10-dioxa-5,14,19,20,23-pentaazatetracyclo[13.5.2.12,6.018,21]tricosa-1(20),2,4,6(23),15(22),16,18(21)-heptaene COC1CN(C1)C=1C=C2C3=NN(C=4C=CC(N[C@H](CCOCCOC(N1)=N2)C)=CC34)C3OCCCC3